1-chloro-9-phenyl-4-(triphenylsilyl)-9,9a-dihydro-1H-carbazole ClC1C=CC(=C2C3=CC=CC=C3N(C12)C1=CC=CC=C1)[Si](C1=CC=CC=C1)(C1=CC=CC=C1)C1=CC=CC=C1